NC1=C(C2=C(C(N1C1=C(C(=CC=C1C)O)C)=O)C=C(S2)C(F)(F)F)C(=O)N 6-amino-5-(3-hydroxy-2,6-dimethylphenyl)-4-oxo-2-(trifluoromethyl)-4,5-dihydrothieno[3,2-c]pyridine-7-carboxamide